C(C)(C)N1[C@@H]2CN([C@H](C1)C2)C2=C(N=C(S2)C2=NNC(=C2CC(F)(F)F)C=2C=C(C=1N(C2)N=CN1)OC)C 5-((1S,4S)-5-isopropyl-2,5-diazabicyclo[2.2.1]heptan-2-yl)-2-(5-(8-methoxy-[1,2,4]triazolo[1,5-a]pyridin-6-yl)-4-(2,2,2-trifluoroethyl)-1H-pyrazol-3-yl)-4-methylthiazole